[Co].CC1=C(N=CN1)C dimethylimidazole cobalt salt